1-(2-isopropyl-4-methylthiazol-5-yl)prop-2-en-1-one C(C)(C)C=1SC(=C(N1)C)C(C=C)=O